BrC1=C(C=C(C=C1Cl)Br)Cl 2,5-dibromo-1,3-dichlorobenzene